FC=1C=C(C(=O)NCC=2C=C3CCCN(C3=CC2)C(CC(C)C)=O)C=CC1F 3,4-Difluoro-N-{[1-(3-methylbutanoyl)-1,2,3,4-tetrahydrochinolin-6-yl]methyl}benzamid